ClC=1C=CC(=NC1)C=1C(=C2C=CC(NC2=CC1)=O)C(F)(F)F 6-(5-chloropyridin-2-yl)-5-(trifluoromethyl)quinolin-2(1H)-one